3-(tosyloxy)cyclobutane-1-carboxylic acid methyl ester COC(=O)C1CC(C1)OS(=O)(=O)C1=CC=C(C)C=C1